(S)-3-(3-fluoro-4-methoxyphenyl)-3-(2-(2-(5,6,7,8-tetrahydro-1,8-naphthyridin-2-yl)ethyl)-2-azaspiro[3.3]heptane-6-carboxamido)propionic acid FC=1C=C(C=CC1OC)[C@H](CC(=O)O)NC(=O)C1CC2(CN(C2)CCC2=NC=3NCCCC3C=C2)C1